COC[C@@H](C)NC(=O)C1=CC2=CC=CC(=C2C=C1)C1=CC=C(C=C1)C(F)(F)F (R)-N-(1-methoxypropan-2-yl)-5-(4-(trifluoromethyl)phenyl)-2-naphthamide